C(=C)C1=NC(=NC(=N1)C1=CC=CC=C1)N 4-vinyl-6-phenyl-1,3,5-triazine-2-amine